NC1=NC(=CC(=N1)N1[C@@H](COCCC1)C=1C=C(C(=O)NC)C=CC1OC)C |r| (+-)-3-(4-(2-amino-6-methylpyrimidin-4-yl)-1,4-oxazepan-3-yl)-4-methoxy-N-methylbenzamide